1-octyl-1-methylpyrrolidinium acetate C(C)(=O)[O-].C(CCCCCCC)[N+]1(CCCC1)C